C(C1=CC=CC=C1)(=O)C(C(C(=O)O)S(=O)(=O)O)(C)C(C1=CC=CC=C1)=O bis-(benzoyl)-2-sulfo-butanoic acid